(S)-3-(1-(1-(benzofuran-2-ylmethyl)-1H-pyrrolo[3,2-c]pyridine-7-carboxamido)ethyl)bicyclo[1.1.1]pentane-1-carboxylic Acid O1C(=CC2=C1C=CC=C2)CN2C=CC=1C=NC=C(C12)C(=O)N[C@@H](C)C12CC(C1)(C2)C(=O)O